5,6-bis(undecyl)benzimidazole C(CCCCCCCCCC)C1=CC2=C(N=CN2)C=C1CCCCCCCCCCC